O(C1=CC=CC=C1)C1=CC=C(C=N1)C1=CC=CN2C1=NS(CC2)(=O)=O 9-(6-phenoxypyridin-3-yl)-3,4-dihydropyrido[2,1-c][1,2,4]thiadiazine 2,2-dioxide